N-(tert-butyl)-3-(5''-(methylsulfonamido)dispiro[cyclopropane-1,1'-cyclohexane-4',3''-indoline]-1''-carbonyl)benzenesulfonamide C(C)(C)(C)NS(=O)(=O)C1=CC(=CC=C1)C(=O)N1CC2(C3=CC(=CC=C13)NS(=O)(=O)C)CCC1(CC2)CC1